chloropentanedione ClCC(C(CC)=O)=O